N-(5-(5-(methoxy-d3)benzo[d]oxazol-2-yl)-8-(methylamino)-2,7-naphthyridin-3-yl)cyclopropanecarboxamide C(OC=1C=CC2=C(N=C(O2)C2=C3C=C(N=CC3=C(N=C2)NC)NC(=O)C2CC2)C1)([2H])([2H])[2H]